2,6-Bis(3-fluorophenyl)pyridine-3,5-diyl-bis(phenylmethanone) FC=1C=C(C=CC1)C1=NC(=C(C=C1C(=O)C1=CC=CC=C1)C(=O)C1=CC=CC=C1)C1=CC(=CC=C1)F